CS(=O)(=O)OCC=1C=C(N(N1)C)C(=O)OC methyl 5-[(methanesulfonyloxy)methyl]-2-methylpyrazole-3-carboxylate